FC(CN(CCC(C(=O)O)NC(=O)C1=CC=NC=C1)CCCCC1=NC=2NCCCC2C=C1)COC 4-[[2-fluoro-3-methoxy-propyl]-[4-(5,6,7,8-tetrahydro-1,8-naphthyridin-2-yl)butyl]amino]-2-(pyridine-4-carbonylamino)butanoic acid